ClC1=NC=2C=C(C=CC2C2=C1C=NN2C)CN(C(=O)C=2C=NC(=NC2)C2CC2)C2=C(C=C(C=C2)F)S(=O)(=O)C N-({4-chloro-1-methyl-1H-pyrazolo[4,3-c]quinolin-7-yl}methyl)-2-cyclopropyl-N-(4-fluoro-2-methanesulfonylphenyl)pyrimidine-5-carboxamide